butoxy-7-((6-(4-methoxypiperidin-1-yl)-5-methylpyridin-3-yl)methyl)imidazo[2,1-f][1,2,4]triazin-4-amine C(CCC)OC1=NN2C(C(=N1)N)=NC=C2CC=2C=NC(=C(C2)C)N2CCC(CC2)OC